COC1=CC2=C(C(=CO2)C(=O)N[C@@H]2CN(CC2)CC(N2[C@@H](C[C@@H](C2)F)C#N)=O)C=C1 6-methoxy-N-[(3S)-1-[2-oxo-2-[(2S,4S)-2-cyano-4-fluoro-pyrrolidin-1-yl]ethyl]pyrrolidin-3-yl]benzofuran-3-carboxamide